N8-benzyl-3-isopropyl-N6-(5-methoxypentyl)-[1,2,4]triazolo[4,3-b]pyridazine-6,8-diamine C(C1=CC=CC=C1)NC=1C=2N(N=C(C1)NCCCCCOC)C(=NN2)C(C)C